ClC=1C(=C(C=CC1Cl)NC=1C2=C(N=CN1)C=CC(=N2)N2CC(C2)NC)F N-(3,4-Dichloro-2-fluoro-phenyl)-6-[3-(methylamino)azetidin-1-yl]pyrido[3,2-d]pyrimidin-4-amine